N-(2-(((1r,3r,5r,7r)-adamantan-2-yl)(methyl)amino)ethyl)-5-(4-chlorophenyl)-1-(2,4-dichlorophenyl)-4-methyl-1H-pyrazole-3-carboxamide C12C(C3CC(CC(C1)C3)C2)N(CCNC(=O)C2=NN(C(=C2C)C2=CC=C(C=C2)Cl)C2=C(C=C(C=C2)Cl)Cl)C